(R)-5-amino-2-methyl-N-(1-(3-(5-(pyrrolidin-1-ylmethyl)thiophen-2-yl)phenyl)ethyl)benzamide NC=1C=CC(=C(C(=O)N[C@H](C)C2=CC(=CC=C2)C=2SC(=CC2)CN2CCCC2)C1)C